4-acetamido-2-fluoro-5-oxo-5,6,7,8-tetrahydronaphthalene-1-carboxylic acid C(C)(=O)NC1=CC(=C(C=2CCCC(C12)=O)C(=O)O)F